CC1(C=2C=C(C=CC2C=2C3=CC=CC=C3C=3C=CC=CC3C21)N)C 13,13-dimethyl-13H-indeno[1,2-l]Phenanthrene-11-amine